BrC=1C=CC2=C(N(C(O2)=O)CCN(C)C)C1 5-bromo-3-(2-(dimethylamino)ethyl)benzo[d]oxazol-2(3H)-one